4-amino-N-cyclopropyl-N-((3-fluoro-5-(3-hydroxy-3-methylbut-1-yn-1-yl)pyridin-2-yl)methyl)-1,7-dimethyl-1H-pyrazolo[4,3-c]quinoline-8-carboxamide NC1=NC=2C=C(C(=CC2C2=C1C=NN2C)C(=O)N(CC2=NC=C(C=C2F)C#CC(C)(C)O)C2CC2)C